C1=CC=CC2=CC=CC(=C12)O naphthalen-8-ol